2-Nitrophenyl-benzamide methyl-(2R,4S,5R,6R)-6-[(1R,2R)-1,2-diacetoxy-3-azidopropyl]-4-acetoxy-5-[(acetoxymethyl)carbonylamino]-2-(benzyloxy)tetrahydro-2H-pyran-2-carboxylate COC(=O)[C@@]1(O[C@H]([C@@H]([C@H](C1)OC(C)=O)NC(=O)COC(C)=O)[C@@H]([C@@H](CN=[N+]=[N-])OC(C)=O)OC(C)=O)OCC1=CC=CC=C1.[N+](=O)([O-])C1=C(C=CC=C1)C1=C(C(=O)N)C=CC=C1